C(C1=CC=CC=C1)OC[C@H](CO)NC(OC(C)(C)C)=O tert-butyl N-[(2S)-1-(benzyloxy)-3-hydroxypropan-2-yl]carbamate